CC1=CC2=C(C(=C(C=C2)Cl)C(=O)O)N=C1 The molecule is a quinolinemonocarboxylic acid that is quinoline-8-carboxylic acid carrying additional methyl and chloro substituents at positions 3 and 7 respectively. A residual herbicide used to control broad-leaved weeds on a range of crops including cereals, rape and beet. It has a role as a herbicide, an environmental contaminant and a synthetic auxin. It is a quinolinemonocarboxylic acid and an organochlorine compound.